2,5-dichloromethylthiophene ClCC=1SC(=CC1)CCl